C(C(C)C)N1N=C(C2=CC=C(C=C12)COC1=CC=C(C=C1)C(CC(=O)O)C)C1=CC=CC=C1 3-(4-((1-isobutyl-3-phenyl-1H-indazol-6-yl)methoxy)phenyl)butanoic acid